methyl (R)-4-(3-fluoro-2-(trifluoromethyl) phenyl)-2-(fluoromethyl)-5-oxo-1,4,5,7-tetrahydrofuro[3,4-b]pyridine-3-carboxylate FC=1C(=C(C=CC1)[C@@H]1C2=C(NC(=C1C(=O)OC)CF)COC2=O)C(F)(F)F